OC=1C(=CC=2C(C3=CC=CC=C3C(C2C1O)=O)=O)NS(=O)(=O)C1=CC=C(C=C1)N1CCCC1 N-(3,4-dihydroxy-9,10-dioxo-9,10-dihydroanthracen-2-yl)-4-(pyrrolidin-1-yl)benzenesulfonamide